C(C)OC1=C(C=CC=C1)C 1-ethoxy-2-Methylbenzene